C(C1=CC=CC=C1)C=1NC(N(C(C1)=O)C1CC2(CC(C2)OC2=NC=CC=C2C(=O)N)C1)=O 2-{[(αr)-6-(4-benzyl-2,6-dioxo-1,3-diazin-1-yl)spiro[3.3]heptan-2-yl]oxy}pyridine-3-carboxamide